CC1=C(C=NC=C1)C=1N=C(C2=CN=C(C=C2C1)N)N (E)-3-(4-methylpyridin-3-yl)-2,7-naphthyridine-1,6-diamine